ClC=1C=CC=2C(=C3N(C2C1C=1C(=NN(C1C)C)C)[C@@H](CN=C3)C)CCCOC3=CC(=C(C(=C3)C)Cl)C (R)-7-chloro-10-(3-(4-chloro-3,5-dimethylphenoxy)propyl)-4-methyl-6-(1,3,5-trimethyl-1H-pyrazol-4-yl)-3,4-dihydropyrazino[1,2-a]indol